4-chloro-N-(2-(4-(6-(4-fluoro-3-hydroxyphenyl)imidazo[2,1-b]thiazol-5-yl)pyrimidin-2-ylamino)ethyl)benzenesulfonamide copper N-acetylglycinate C(C)(=O)NCC(=O)[O-].[Cu+2].ClC1=CC=C(C=C1)S(=O)(=O)NCCNC1=NC=CC(=N1)C1=C(N=C2SC=CN21)C2=CC(=C(C=C2)F)O.C(C)(=O)NCC(=O)[O-]